(rac)-6-(4-(tert-butyl)phenoxy)-2-azaspiro[3.4]Octane-2-carboxylic acid tert-butyl ester C(C)(C)(C)OC(=O)N1CC2(C1)C[C@@H](CC2)OC2=CC=C(C=C2)C(C)(C)C |r|